NC=1C(=CC(=C(C1)C1=NN(C(=N1)C#N)C)C(F)(F)F)F 3-(5-amino-4-fluoro-2-(trifluoromethyl)phenyl)-1-methyl-1H-1,2,4-triazole-5-carbonitrile